4-(p-maleimidophenyl)butyramide C1(C=CC(N1C1=CC=C(C=C1)CCCC(=O)N)=O)=O